FC1=C(CNC(=O)C=2C3=C(N=C(N2)C2=CN=CS2)C=CS3)C(=CC=C1)C(F)(F)F N-(2-Fluoro-6-(trifluoromethyl)benzyl)-2-(thiazol-5-yl)thieno[3,2-d]pyrimidine-4-carboxamide